C(C(C)C)C=1C(=C(C(C(=O)O)=CC1)C(=O)O)CC(C)C.C(C=1C(C(=O)OCC(C)C)=CC=CC1)(=O)OCC(C)C diisobutyl phthalate (Di-isobutyl phthalate)